water acetate C(C)(=O)O.O